CC(C(=O)N1N=CC[C@H]1C1=CC=C(C=C1)C(F)(F)F)(C)C (S)-2,2-dimethyl-1-(5-(4-(trifluoromethyl)phenyl)-4,5-dihydro-1H-pyrazol-1-yl)propan-1-one